1-(2-((7-chloronaphthalen-1-yl)oxy)ethyl)-4-fluoropiperidine ClC1=CC=C2C=CC=C(C2=C1)OCCN1CCC(CC1)F